1,2,3-trimethylimidazolium hydrogen sulfate S(=O)(=O)(O)[O-].CN1C(=[N+](C=C1)C)C